[Si](C)(C)(C(C)(C)C)O[C@@H](C(=O)NNC(CC1CC(C1)NC(OC(C)(C)C)=O)=O)C tert-Butyl N-(3-[2-[(2R)-2-[(tert-Butyldimethylsilyl)oxy] propanehydrazido]-2-oxoethyl]cyclobutyl)carbamate